2-(8-(4-guanidinobenzoyloxy)-[1,2,4]triazolo[1,5-a]pyridin-6-yl)acetic acid N(C(=N)N)C1=CC=C(C(=O)OC=2C=3N(C=C(C2)CC(=O)O)N=CN3)C=C1